(7-cyclopropyl-1H-indazol-3-yl)-4-fluorobenzamide C1(CC1)C=1C=CC=C2C(=NNC12)C1=C(C(=O)N)C=CC(=C1)F